CC(C#C)S 3-butyne-2-thiol